4-(3-Chlorodibenzo[b,e][1,4]oxazepin-5(11H)-yl)-N-methyl-butan-1-amine hydrochloride Cl.ClC=1C=CC2=C(N(C3=C(OC2)C=CC=C3)CCCCNC)C1